ONC(CCC1=CC(=NC2=CC=CC=C12)C1=CC(=CC=C1)OC(F)(F)F)=O N-Hydroxy-3-(2-(3-trifluoromethoxyphenyl)quinolin-4-yl)propanamide